tert-butyl (4-(tert-butoxy)-1,2,5-oxadiazole-3-carbonyl)(phenyl)carbamate C(C)(C)(C)OC=1C(=NON1)C(=O)N(C(OC(C)(C)C)=O)C1=CC=CC=C1